C(C(O)C)(=O)O DL-LACTIC ACID